CC1=CC=C(C=C1)S(=O)(=O)N[C@@H](CC1=CC=CC=C1)C(=O)O N-(4-methylbenzene-1-sulfonyl)-L-phenylalanine